N-((6-chloro-2,3,4,9-tetrahydro-1H-carbazol-3-yl)methyl)4-(3-(4-methylpiperazin-1-yl)propoxy)benzenesulfonamide ClC=1C=C2C=3CC(CCC3NC2=CC1)CNS(=O)(=O)C1=CC=C(C=C1)OCCCN1CCN(CC1)C